C(C\C=C/CC)OC(C=1C(O)=CC=CC1)=O salicylic acid (3Z)-3-hexen-1-yl ester